NC([C@H](C[C@H]1C(NCCC1)=O)NC([C@H](CC(C)C)NC([C@H](CC1=CC=C(C=C1)F)NC(=O)C1=NOC(=C1)C)=O)=O)=O N-((S)-1-(((S)-1-(((S)-1-amino-1-oxo-3-((S)-2-oxopiperidin-3-yl)propan-2-yl)amino)-4-methyl-1-oxopentan-2-yl)amino)-3-(4-fluorophenyl)-1-oxopropan-2-yl)-5-methylisoxazole-3-carboxamide